C(C)(C)(C)OC(=O)N1C(C(CC1)=O)CC=1C=C(C=CC1)C1=CC=CC=C1 2-(Biphenyl-3-ylmethyl)-3-oxopyrrolidine-1-carboxylic acid tert-butyl ester